CC1=CSC2=C1C=CC=C2 3-methyl-1-benzothiophen